bis(2,2,2-trifluoroethyl)-(2,2,4-trimethylhexane-1,6-diyl) biscarbamate C(N)(OC(C(CC(CCOC(N)=O)C)(C)C)(CC(F)(F)F)CC(F)(F)F)=O